N-propyl-1-[1-[5-[5-(trifluoromethyl)-1,2,4-oxadiazol-3-yl]-2-thienyl]ethyl]pyrazole-4-carboxamide C(CC)NC(=O)C=1C=NN(C1)C(C)C=1SC(=CC1)C1=NOC(=N1)C(F)(F)F